2-Chloro-4-(1-methyl-4-(4-methyl-4H-1,2,4-triazol-3-yl)-1H-pyrazol-5-yl)pyridine ClC1=NC=CC(=C1)C1=C(C=NN1C)C1=NN=CN1C